2-methoxy-5-((3-(5-(4-((5-methyl-1H-pyrazol-3-yl)amino)quinazolin-2-yl)pyridin-2-yl)-3,6-diazabicyclo[3.1.1]heptan-6-yl)methyl)benzonitrile COC1=C(C#N)C=C(C=C1)CN1C2CN(CC1C2)C2=NC=C(C=C2)C2=NC1=CC=CC=C1C(=N2)NC2=NNC(=C2)C